(R)-N-(6-(2H-1,2,3-triazol-2-yl)-5-(trifluoro-methyl)pyridin-3-yl)-2-chloro-8,8-dimethyl-7,8-dihydro-6H-cyclopenta[e]pyrazolo[1,5-a]pyrimidine-6-carboxamide N=1N(N=CC1)C1=C(C=C(C=N1)NC(=O)[C@@H]1CC(C2=C1C=NC=1N2N=C(C1)Cl)(C)C)C(F)(F)F